3-(6-(2-chloro-1-methoxypyridin-3-yl)-3-(isoquinolin-4-yl)-2,4-dioxo-3,4-dihydrothieno[3,2-d]pyrimidin-1(2H)-yl)propanenitrile ClC1N(C=CC=C1C1=CC=2N(C(N(C(C2S1)=O)C1=CN=CC2=CC=CC=C12)=O)CCC#N)OC